ClC1=C(C=CC=C1F)N1C(C=C(C2=CC=C(N=C12)C(F)(F)F)NC)=O 1-(2-chloro-3-fluorophenyl)-4-(methylamino)-7-(trifluoromethyl)-1,8-naphthyridin-2(1H)-one